CC(C=CC=1C=C(C=C(C1)O)O)CCC=C(C)C 5-(3,7-dimethyloct-1,6-dienyl)benzene-1,3-diol